6-chloro-4-[(3S,4S)-4-(4-chloro-2-hydroxy-anilino)-3-methyl-1-piperidinyl]-1-methyl-2-oxo-naphthyridine-3-carbonitrile ClC=1C=C2C(=C(C(N(C2=NC1)C)=O)C#N)N1C[C@@H]([C@H](CC1)NC1=C(C=C(C=C1)Cl)O)C